N-(2-((2-(Dimethylamino)ethyl)(methyl)amino)-4-methoxy-5-((5-(1-methyl-1H-pyrazol-4-yl)-4-(1-(methyl-d3)-1H-indol-3-yl)pyrimidin-2-yl)amino)phenyl)acrylamide CN(CCN(C1=C(C=C(C(=C1)OC)NC1=NC=C(C(=N1)C1=CN(C2=CC=CC=C12)C([2H])([2H])[2H])C=1C=NN(C1)C)NC(C=C)=O)C)C